COC=1C=C(C=CC1OC)[C@@]12CCN([C@H]2CC(CC1)=C)C (3aS,7aS)-3a-(3,4-dimethoxyphenyl)-1-methyl-6-methyleneoctahydro-indole